N-(4-((2-(1,1-difluoroethyl)-6-methylpyrimidin-4-yl)amino)-5-(1-ethyl-1H-pyrazol-3-yl)pyridin-2-yl)acetamide FC(C)(F)C1=NC(=CC(=N1)NC1=CC(=NC=C1C1=NN(C=C1)CC)NC(C)=O)C